[O-]CC.[O-]CC.[K+] potassium ethoxide (ethoxide)